2-[[3-cyano-6-(5-quinolinyl)-4-quinolinyl]amino]benzoic acid C(#N)C=1C=NC2=CC=C(C=C2C1NC1=C(C(=O)O)C=CC=C1)C1=C2C=CC=NC2=CC=C1